BrC1=CC(=C(N)C=C1F)F 4-Bromo-2,5-difluoroaniline